C1(=CC=CC=C1)C(C(=O)N1CC2=CC=C(C=C2C1)C1=C(C(=O)[O-])C=CC=C1)CC 2-(2-(2-phenylbutanoyl)isoindolin-5-yl)benzoate